C(C)(C)(C)OC(=O)N1CC2=CC=C(C=C2CC1)CN1N=C(C=2C1=NC=NC2N(C)C)C=2C=CC1=C(N=C(O1)N)C2 6-((3-(2-aminobenzo[d]oxazol-5-yl)-4-(dimethylamino)-1H-pyrazolo[3,4-d]pyrimidin-1-yl)methyl)-3,4-dihydroisoquinoline-2(1H)-carboxylic acid tert-butyl ester